C(OC(C(O)([2H])[2H])([2H])[2H])([2H])([2H])[2H] 2-[(2H3)Methyloxy](2H4)ethanol